(S)-5-(hydroxymethyl)-2-pyrrolidone OC[C@@H]1CCC(N1)=O